[4-(3-{1-[(2S)-2-amino-3-(3,4-difluorophenyl)propanoyl]Piperidin-4-yl}propyl)3-methyl-2-oxo-1,3-benzodiazol-1-yl]Piperidine-2,6-dione hydrochloride Cl.N[C@H](C(=O)N1CCC(CC1)CCCC1=CC=CC=2N(C(N(C21)C)=O)N2C(CCCC2=O)=O)CC2=CC(=C(C=C2)F)F